2-((3-sulfamoyl-2-(1H-tetrazol-5-yl)-4'-(2H-tetrazol-5-yl)-[1,1'-biphenyl]-4-yl)sulfonyl)ethanaminium 2,2,2-trifluoroacetate FC(C(=O)[O-])(F)F.S(N)(=O)(=O)C=1C(=C(C=CC1S(=O)(=O)CC[NH3+])C1=CC=C(C=C1)C=1N=NNN1)C1=NN=NN1